P(=O)([O-])([O-])O.[K+].[K+].C1(CC1)N1CCN(CC1)C1=C(C=C(C(=C1)OC)NC1=NC=NC(=C1)N1OCC[C@@H]1C1=C(C=C(C=C1)F)F)NC(C=C)=O N-(2-(4-cyclopropylpiperazine-1-yl)-5-((6-((R)-3-(2,4-difluorophenyl)isoxazolidine-2-yl)pyrimidine-4-yl)amino)-4-methoxyphenyl)acrylamide Potassium-Potassium Phosphate